N-[3-[4-(5-cyano-2-pyridinyl)piperazin-1-yl]-3-oxopropyl]carbamic acid tert-butyl ester C(C)(C)(C)OC(NCCC(=O)N1CCN(CC1)C1=NC=C(C=C1)C#N)=O